CN1C=CC2=CC(=CC=C12)NC(CCC)=O N-(1-methylindole-5-yl)butyramide